COC(C1=CC(=C(C=C1)C#N)N1N=CN=C1)=O 4-cyano-3-(1H-1,2,4-triazol-1-yl)benzoic acid methyl ester